O(CC1=C(N)C=CC=C1)CC1=C(N)C=CC=C1 2,2'-oxybis(methylene)dianiline